1-(3-fluoro-2-hydroxymethylphenyl)-3-(3-trifluoromethylsulphanylphenyl)urea FC=1C(=C(C=CC1)NC(=O)NC1=CC(=CC=C1)SC(F)(F)F)CO